5-fluoro-8-(4-fluorophenyl)-9-(1H-1,2,4-triazol-1-yl)-8,9-dihydro-2H-pyrido[4,3,2-de]phthalazin-3(7H)-one FC=1C=C2C=3C(=NNC(C3C1)=O)C(C(N2)C2=CC=C(C=C2)F)N2N=CN=C2